C(C=C)C1=C(C(=C(C(=C1F)F)CC=C)F)F 1,4-diallyl-2,3,5,6-tetrafluorobenzene